C(C1=CC=CC=C1)C1=C(OC[C@@H](C)N2C(CCCC2)C)C=CC=C1 1-((R)-1-(2-benzylphenoxy)propan-2-yl)-2-methylpiperidine